2-Methyl-1,2-oxaphosphine CP1OC=CC=C1